C(CCCCCCCC)OC(C)=O.C1(CCCC1)CSC1=C(C(=C(C(=C1C)C)C)C)C (cyclopentylmethyl)(2,3,4,5,6-pentamethylphenyl)sulfane Nonylacetat